3-(1-{[(5-bromo-2-nitrophenyl)amino]methyl}cyclopropyl)propan-1-ol BrC=1C=CC(=C(C1)NCC1(CC1)CCCO)[N+](=O)[O-]